(R)-1-(3-fluorophenyl)-2-((((1R,4R)-4-methoxycyclohexyl)methyl)amino)ethan-1-ol FC=1C=C(C=CC1)[C@H](CNCC1CCC(CC1)OC)O